(1S,3S)-methyl-3-((2-cyclopropyl-6-(1-methyl-5-(((5-propyl-1,2,4-oxadiazol-3-yl)amino)methyl)-1H-1,2,3-triazol-4-yl)pyridin-3-yl)oxy)cyclohexane-1-carboxylate COC(=O)[C@@H]1C[C@H](CCC1)OC=1C(=NC(=CC1)C=1N=NN(C1CNC1=NOC(=N1)CCC)C)C1CC1